[Co].C(C1=CC=CC=C1)(=N)N benzamidine cobalt